O1C2=C(N=CCC1)C=CC=C2 2H-benzo[b][1,4]oxazepine